COC(=O)C1(CC1)C=1C=CC(=C(C(=O)OC(C)(C)C)C1)[N+](=O)[O-] tert-butyl 5-(1-(methoxycarbonyl)cyclopropyl)-2-nitrobenzoate